(7S)-2-(((1-((6-chloropyridin-3-yl)methyl)-1H-pyrazol-4-yl)methyl)amino)-7-(2-hydroxyethyl)-4,5,8-trimethyl-7,8-dihydropteridin-6(5H)-one ClC1=CC=C(C=N1)CN1N=CC(=C1)CNC1=NC=2N([C@H](C(N(C2C(=N1)C)C)=O)CCO)C